1-(2,4-difluoro-phenyl)-1H-[1,2,3]triazole FC1=C(C=CC(=C1)F)N1N=NC=C1